[Fe+2].N1=CN=C(C=C1)CCC1=CC(=NC=C1)C1=NC=CC(=C1)CCC1=NC=NC=C1.N1=CN=C(C=C1)CCC1=CC(=NC=C1)C1=NC=CC(=C1)CCC1=NC=NC=C1.N1=CN=C(C=C1)CCC1=CC(=NC=C1)C1=NC=CC(=C1)CCC1=NC=NC=C1 tris[4,4'-bis(2-(4-pyrimidinyl)ethyl)-2,2'-bipyridyl] iron (II)